OC1=NC=2C=CC3=C(C2N=C1)C1=C(S3)C(NC3(CN1)CN(CC3)C)=O 3'-hydroxy-1-methyl-11',12'-dihydrospiro[pyrrolidine-3,10'-[1,4]diazepino[5',6':4,5]thieno[3,2-f]quinoxalin]-8'(9'H)-one